C(=C)C1C2C3C4C=CC(C3C(C1)C2)C4 8-vinyltetracyclo[4.4.0.12,5.17,10]dodec-3-ene